C(C)(C)(C)OC(=O)N1CCN(CC1)C=1C(N(C=C(C1)Br)C)=O 4-(5-bromo-1-methyl-2-oxo-1,2-dihydropyridin-3-yl)piperazine-1-carboxylic acid tert-butyl ester